(R)-3-(4-fluorophenyl)-3-hydroxy-N-(1-(3-(trifluoromethyl)phenyl)cyclopropyl)-butanamide FC1=CC=C(C=C1)[C@](CC(=O)NC1(CC1)C1=CC(=CC=C1)C(F)(F)F)(C)O